C(CC)OC(=O)C1C2C=CC(C1C(=O)OCCC)CC2 bicyclo[2.2.2]oct-5-ene-2,3-dicarboxylic acid dipropyl ester